BrC1=NN(C(=C1)/C=C/C=1OC(C2=C(N1)C(=CC(=C2)Cl)C)=O)C2=NC=CC=C2Cl (E)-2-(2-(3-bromo-1-(3-chloro-2-pyridinyl)-1H-pyrazol-5-yl)vinyl)-6-chloro-8-methyl-4H-benzo[d][1,3]oxazin-4-one